FC(C1=CC=C(C=C1)N1C[C@H]2N(C=3C=CC=CC13)CC[C@@H](C2)C(=O)O)(F)F (6aS,8S)-5-(4-(trifluoromethyl)phenyl)-6,6a,7,8,9,10-hexahydro-5H-pyrido[1,2-a]quinoxaline-8-carboxylic acid